C1(CCCCC1)PC1=C(C=CC=C1)C1=C(C=CC=C1OC(C)C)OC(C)C Cyclohexylphosphino-2',6'-diisopropoxy-1,1'-biphenyl